C(CCCCCC(=O)OC(CC)CCCCCCCC)(=O)OCC(COC(CCC(OCCCC\C=C/CC)OCCCC\C=C/CC)=O)CO 1-(3-((4,4-bis(((Z)-oct-5-en-1-yl)oxy)butanoyl)oxy)-2-(hydroxymethyl)propyl) 7-(undecan-3-yl) heptanedioate